C(C)(C)(C)OC(N[C@@H](COCC1=C(C=C(C(=C1)[N+](=O)[O-])OC)F)C)=O (R)-(1-((2-fluoro-4-methoxy-5-nitrobenzyl)oxy)propan-2-yl)carbamic acid tert-butyl ester